OC[C@H](C1=CC=CC=C1)NC1=NC(=NC=C1C1=NC(=NO1)C1=NC=CC=C1)NC1=CC=C2C(=N1)C(NC2=O)(C)C (S)-2-((4-((2-hydroxy-1-phenylethyl)amino)-5-(3-(pyridin-2-yl)-1,2,4-oxadiazol-5-yl)pyrimidin-2-yl)amino)-7,7-dimethyl-6,7-dihydro-5H-pyrrolo[3,4-b]pyridin-5-one